2-[3-Cyclopropyl-5-(trifluoromethyl)pyrazol-1-yl]-1-[(2S)-2-[2-methyl-3-(trideuteriomethoxy)phenyl]pyrrolidin-1-yl]ethanone C1(CC1)C1=NN(C(=C1)C(F)(F)F)CC(=O)N1[C@@H](CCC1)C1=C(C(=CC=C1)OC([2H])([2H])[2H])C